[N+](=O)([O-])OC(C(=O)O)C 2-(nitrooxy)propionic acid